FC1=C(C=CC(=C1)C(F)(F)F)C1(CC1)C(=O)NC=1C=CC(=C(C(=O)OC)C1)C=1C=NN(C1)CCC Methyl 5-[({1-[2-fluoro-4-(trifluoromethyl) phenyl]cyclopropyl}carbonyl) amino]-2-(1-propyl-1H-pyrazol-4-yl)benzoate